(R)-1-(5-((3-(4-methyl-1-oxo-1,3-dihydroisobenzofuran-5-yl)piperazin-1-yl)methyl)pyridin-2-yl)-1H-imidazole-4-carbonitrile CC1=C2COC(C2=CC=C1[C@@H]1CN(CCN1)CC=1C=CC(=NC1)N1C=NC(=C1)C#N)=O